2,6-di-t-butyl-4-methylphenyl-methyl-pentaerythritol diphosphite OP(O)OP(O)O.C(C)(C)(C)C1=C(C(=CC(=C1)C)C(C)(C)C)C(O)(C(CO)(CO)CO)C